(2S,4R)-1-[(2S)-2-(4-cyclopropyltriazol-1-yl)-3,3-dimethyl-butanoyl]-4-hydroxy-N-(5,6,7,8-tetrahydrotetrazolo[1,5-a]pyridin-7-yl)pyrrolidine-2-carboxamide C1(CC1)C=1N=NN(C1)[C@H](C(=O)N1[C@@H](C[C@H](C1)O)C(=O)NC1CC=2N(CC1)N=NN2)C(C)(C)C